tert-butyl bromonicotinate BrC1=C(C(=O)OC(C)(C)C)C=CC=N1